(R)-2-((2S,4R)-1-((S)-2-(4-cyclopropyl-1H-1,2,3-triazol-1-yl)-3,3-dimethylbutanoyl)-4-hydroxypyrrolidine-2-carboxamido)-2-(4-(4-methylthiazol-5-yl)phenyl)acetic acid C1(CC1)C=1N=NN(C1)[C@H](C(=O)N1[C@@H](C[C@H](C1)O)C(=O)N[C@@H](C(=O)O)C1=CC=C(C=C1)C1=C(N=CS1)C)C(C)(C)C